2,3,5,6,6',7'-hexahydrospiro[pyran-4,5'-pyrazolo[5,1-b][1,3]oxazine]-2'-carboxylic acid N1=C(C=C2OC3(CCN21)CCOCC3)C(=O)O